N-(4-(2-(((1r,4r)-4-(dimethylamino)cyclohexyl)amino)-8-fluoro-7-oxopyrido[4,3-d]pyrimidin-6(7H)-yl)-2-fluorophenyl)-1-(4-fluorophenyl)methanesulfonamide CN(C1CCC(CC1)NC=1N=CC=2C(N1)=C(C(N(C2)C2=CC(=C(C=C2)NS(=O)(=O)CC2=CC=C(C=C2)F)F)=O)F)C